C(CCC)N(CC(=C)[N+](CC)(CC)[O-])CCCC 3-(dibutylamino)-N,N-diethylprop-1-en-2-amine oxide